tert-butyl 6-(1-(5-fluoro-2-methylphenyl)-5-methyl-1H-pyrazol-3-yl)-2-azaspiro[3.3]heptane-2-carboxylate FC=1C=CC(=C(C1)N1N=C(C=C1C)C1CC2(CN(C2)C(=O)OC(C)(C)C)C1)C